O1[C@@H](CC1)C(=O)O (2S)-oxetan-2-carboxylic acid